((4-bromo-2-(difluoromethyl)benzyl)oxy)(tert-butyl)dimethylsilane BrC1=CC(=C(CO[Si](C)(C)C(C)(C)C)C=C1)C(F)F